(2R)-2-[(2R,5S)-5-[(2S)-2-hydroxybutyl]oxapent-2-yl]propionic acid O[C@H](CCCC[C@@H](O)[C@H](C(=O)O)C)CC